FC(C1=CC=C(C=C1)N1N=NC(=C1C(C)OC1=CC=C(N=N1)N1CC(NCC1)=O)C)F 4-(6-(1-(1-(4-(difluoromethyl)phenyl)-4-methyl-1H-1,2,3-triazol-5-yl)ethoxy)pyridazin-3-yl)piperazin-2-one